(1R,5S)-3-(8-fluoro-2-((tetrahydro-1H-pyrrolizin-7a(5H)-yl)methoxy)-7-(3-(((Trifluoromethyl)sulfonyl)oxy)naphth-1-yl)pyrido[4,3-d]pyrimidin-4-yl)-3,8-diazabicyclo[3.2.1]octane FC1=C(N=CC2=C1N=C(N=C2N2C[C@H]1CC[C@@H](C2)N1)OCC12CCCN2CCC1)C1=CC(=CC2=CC=CC=C12)OS(=O)(=O)C(F)(F)F